BrC=1C=C(CC=2C=C(SC2C)C(=O)C=2C=NC=NC2)C=CC1 5-{[4-(3-bromobenzyl)-5-methyl-2-thienyl]carbonyl}pyrimidin